NC(C(O)=O)CCCCCCCC aminocapric acid